1-(4-((E)-2-(6-((1R,2S)-5'-methoxy-2'-oxospiro[cyclopropane-1,3'-indolin]-2-yl)-1H-indazol-3-yl)vinyl)benzyl)-4-methylpiperidine-4-carboxylic acid COC=1C=C2[C@]3(C(NC2=CC1)=O)[C@@H](C3)C3=CC=C1C(=NNC1=C3)/C=C/C3=CC=C(CN1CCC(CC1)(C(=O)O)C)C=C3